tributyl[3-(trimethoxysilyl)propyl]phosphonium C(CCC)[P+](CCC[Si](OC)(OC)OC)(CCCC)CCCC